ClC1=CC(=C2C(=N1)N(N(C2=O)C)COCC[Si](C)(C)C)NC2=CC=CC=1C=3C(CN(C21)C)=CN(N3)C 6-chloro-4-((2,5-dimethyl-4,5-dihydro-2H-pyrazolo[4,3-c]quinolin-6-yl)amino)-2-methyl-1-((2-(trimethylsilyl)ethoxy)methyl)-1,2-dihydro-3H-pyrazolo[3,4-b]pyridin-3-one